FC1=CC=C(C=C1)CNC(O[C@H]1[C@H](NC[C@@H]1O)CC1=CC=C(C=C1)Cl)=O (2R,3S,4S)-2-[(4-chlorophenyl)methyl]-4-hydroxypyrrolidin-3-yl N-[(4-fluorophenyl)methyl]carbamate